2-cyclohexyl-2-(3-isopropyl-4-methylpentyl)-1,3-diethoxypropane C1(CCCCC1)C(COCC)(COCC)CCC(C(C)C)C(C)C